C(C)(=O)OC(C)=O.N1=C(C=CC=C1C)C lutidine-acetic anhydride